C(C)OC(C1=C(C(=CC(=C1)Cl)N)Cl)=O 3-amino-2,5-dichlorobenzoic acid ethyl ester